4-[5-(2-aminoethyl)pyrimidin-2-yl]-3-[3-methyl-1-(2,2,2-trifluoroethyl)pyrazol-4-yl]oxybenzonitrile NCCC=1C=NC(=NC1)C1=C(C=C(C#N)C=C1)OC=1C(=NN(C1)CC(F)(F)F)C